7-((4-chloro-2-fluorobenzyl)oxy)-6-cyano-3,4-dihydroisoquinoline ClC1=CC(=C(COC2=C(C=C3CCN=CC3=C2)C#N)C=C1)F